C(C)OC1=NN(C2=C3C(=C(C=C12)O)C=CC=C3)C3=CC=CC=C3 3-ethoxy-1-phenyl-1H-benzo[g]indazol-5-ol